OC(C(=O)SCCNC(CCNC([C@@H](C(COP(OP(OC[C@@H]1[C@H]([C@H]([C@@H](O1)N1C=NC=2C(N)=NC=NC12)O)OP(=O)(O)O)(=O)O)(=O)O)(C)C)O)=O)=O)(CCC(=O)O)C Hydroxy-methyl-glutaryl-CoA